7-(4-cyclopropyl-1H-imidazol-1-yl)-6-fluoro-2-(6-(4-(1-hydroxypropan-2-yl)-4H-1,2,4-triazol-3-yl)pyridin-2-yl)-3,4-dihydroisoquinolin-1(2H)-one C1(CC1)C=1N=CN(C1)C1=C(C=C2CCN(C(C2=C1)=O)C1=NC(=CC=C1)C1=NN=CN1C(CO)C)F